COC1=CC(=C(C=C1)[C@@H]2COC3=C(C2[OH2+])C=CC(=C3)O)O The molecule is an organic cation that is the conjugate acid of (3R)-7,2'-dihydroxy-4'-methoxyisoflavanol, obtained by selective protonation of the 4-hydroxy group. It is a conjugate acid of a (3R)-7,2'-dihydroxy-4'-methoxyisoflavanol.